3-fluoro-5-methyl-5-(selenocyanatomethyl)indolo[2,1-a]isoquinolin-6(5H)-one FC1=CC=2C(C(N3C(C2C=C1)=CC=1C=CC=CC13)=O)(C[Se]C#N)C